(R)-4-(3-(5-(3-Hydroxy-1-methyl-2-oxopyrrolidin-3-yl)isoxazol-3-yl)phenyl)-6-methoxypicolinamide O[C@@]1(C(N(CC1)C)=O)C1=CC(=NO1)C=1C=C(C=CC1)C1=CC(=NC(=C1)OC)C(=O)N